NC1=NC(=NC=C1)C=1C(N(N(C1C)COCC[Si](C)(C)C)C)=O 4-(4-aminopyrimidin-2-yl)-2,5-dimethyl-1-((2-(trimethylsilyl)ethoxy)methyl)-1,2-dihydro-3H-pyrazol-3-one